NC=1C2=C(N=CN1)N(C(=C2C2=CC(=C(C=C2)N=S2(CCCCC2)=O)F)C2=CC=C(C=C2)NC(\C=C\CN(C)C)=O)C (E)-N-(4-(4-amino-5-(3-fluoro-4-((1-oxotetrahydro-2H-1λ6-thiopyran-1-ylidene)amino)phenyl)-7-methyl-7H-pyrrolo[2,3-d]pyrimidin-6-yl)-phenyl)-4-(dimethylamino)-2-butenamide